3-Oxomorpholine-2,4-dicarboxylic acid di-tert-butyl ester C(C)(C)(C)OC(=O)C1C(N(CCO1)C(=O)OC(C)(C)C)=O